FC=1C=C(C=CC1)[C@@H]1N(CCC1)C=1C=CC=2N(N1)C(=CN2)C2=CC=CC(=N2)N2CCC(CC2)C(=O)N 1-(6-(6-((R)-2-(3-fluorophenyl)pyrrolidin-1-yl)imidazo[1,2-b]pyridazin-3-yl)pyridin-2-yl)piperidine-4-carboxamide